methyl (E)-3-(5-fluoro-3-hydroxy-2-pyridyl)prop-2-enoate FC=1C=C(C(=NC1)/C=C/C(=O)OC)O